FC(C(=O)O)(F)F.ClC=1C=C(OC2CCC(CC2)NC(=O)C=2N=NC(=CC2)N2CCNCC2)C=CC1C#N N-((1r,4r)-4-(3-chloro-4-cyanophenoxy)cyclohexyl)-6-(piperazin-1-yl)pyridazine-3-carboxamide, trifluoroacetic acid salt